2-(cyclopropylmethoxy)-2-oxoethyl 1-{2-chloro-5-[4-(1,1-difluoroethyl)-3-methyl-2,6-dioxo-3,6-dihydropyrimidin-1(2H)-yl]-4-fluorophenoxy}cyclopropanecarboxylate ClC1=C(OC2(CC2)C(=O)OCC(=O)OCC2CC2)C=C(C(=C1)F)N1C(N(C(=CC1=O)C(C)(F)F)C)=O